3-[(3aR,9bR)-9b-(benzenesulfonyl)-7-[(2,6-dichlorophenyl)methoxy]-1H,2H,3H,3aH,4H-5H,9bH-benzo[e]indole-3-carbonyl]-1λ6-thiolane-1,1-dione C1(=CC=CC=C1)S(=O)(=O)[C@]12CCN([C@@H]2CCC2=C1C=CC(=C2)OCC2=C(C=CC=C2Cl)Cl)C(=O)C2CS(CC2)(=O)=O